C(C)(C)(C)C1=C(OCC(=O)NC2=CC(=CC=C2)O)C=CC=C1 2-(2-(tert-butyl)phenoxy)-N-(3-hydroxyphenyl)acetamide